Tert-butyl 3-({4-methylpyrrolo[1,2-a]pyrazin-6-yl}oxy)azetidine-1-carboxylate CC1=CN=CC=2N1C(=CC2)OC2CN(C2)C(=O)OC(C)(C)C